8-methyl-N-(oxetan-3-ylmethyl)-2-(pyridin-2-ylmethyl)-4,5-dihydro-2H-furo[2,3-g]indazole-7-carboxamide CC1=C(OC=2CCC3=CN(N=C3C21)CC2=NC=CC=C2)C(=O)NCC2COC2